2'-Methyl[1,1'-biphenyl]-3-amine CC1=C(C=CC=C1)C1=CC(=CC=C1)N